1-ethyl-8-(1-(oxetan-3-yl)-1H-pyrazolo[3,4-b]pyrazin-6-yl)-3-(6-(trifluoromethyl)pyridin-3-yl)-1,3,8-triazaspiro[4.5]decane-2,4-dione C(C)N1C(N(C(C12CCN(CC2)C2=CN=C1C(=N2)N(N=C1)C1COC1)=O)C=1C=NC(=CC1)C(F)(F)F)=O